(E)-1-(4-(4-amino-3-(4-phenoxyphenyl)-1H-pyrazolo[3,4-d]pyrimidin-1-yl)piperidin-1-yl)-4-(dimethylamino)but-2-en-1-one NC1=C2C(=NC=N1)N(N=C2C2=CC=C(C=C2)OC2=CC=CC=C2)C2CCN(CC2)C(\C=C\CN(C)C)=O